3,3'-((oxybis(ethane-2,1-diyl))di(oxy))dipropionic acid O(CCOCCC(=O)O)CCOCCC(=O)O